C(CCC)C=1C(=C(C=CC1)C(C)C)CCCC dibutyl-cumene